(S)-N-(4-cyclobutyl-3-(4-fluorophenyl)-1-methyl-1H-pyrazol-5-yl)-2-(2,2,3,3-tetrafluorocyclobutyl)acetamide C1(CCC1)C=1C(=NN(C1NC(C[C@@H]1C(C(C1)(F)F)(F)F)=O)C)C1=CC=C(C=C1)F